C1(=NC=CC2=C1CCC2)C(=O)O 6,7-dihydro-5H-cyclopenta[c]pyridine-1-carboxylic acid